(E)-4-chloro-2-(2-methoxyvinyl)-1-propoxybenzene ClC1=CC(=C(C=C1)OCCC)\C=C\OC